BrC1=CNC2=C(C=C(C=C12)COCCOC)[N+](=O)[O-] 3-bromo-5-(2-methoxyethoxymethyl)-7-nitro-1H-indole